C(C)N1CC(NCC1)C(=O)O 4-ethyl-piperazine-2-carboxylic acid